2-Amino-N-({2-[(1S,2S,4R,8S,9S,11S,12S,13R)-11-hydroxy-9,13-dimethyl-16-oxo-6-propyl-5,7-dioxapentacyclo[10.8.0.02,9.04,8.013,18]icosa-14,17-dien-8-yl]-2-oxoethoxy}methyl)acetamide NCC(=O)NCOCC(=O)[C@@]12OC(O[C@@H]1C[C@H]1[C@@H]3CCC4=CC(C=C[C@@]4([C@H]3[C@H](C[C@]21C)O)C)=O)CCC